7-(5-((4-chloro-2-fluorophenyl)amino)-1-(methylsulfonyl)-1H-pyrrolo[2,3-B]pyridin-6-yl)-2,5-dimethyl-2,5-dihydro-4H-pyrazolo[4,3-c]pyridin-4-one ClC1=CC(=C(C=C1)NC=1C=C2C(=NC1C=1C=3C(C(N(C1)C)=O)=CN(N3)C)N(C=C2)S(=O)(=O)C)F